tert-butyl 7-(2-hydroxy-4-oxo-4H-pyrido[1,2-a]pyrimidine-7-yl)-4,7-diazaspiro[2.5]octane-4-carboxylate OC=1N=C2N(C(C1)=O)C=C(C=C2)N2CCN(C1(CC1)C2)C(=O)OC(C)(C)C